Cl.FC1(CCC(CC1)NCC[C@H]1[C@@H](CCCC1)OC1=C(C=CC(=C1)C)S(=O)(=O)N1[C@@H](CCC1)C(=O)O)F |o1:11,12| ((2-(((1R*,2S*)-2-(2-((4,4-Difluorocyclohexyl)amino)ethyl)cyclohexyl)oxy)-4-methylphenyl)sulfonyl)-L-proline hydrochloride